6-bromo-8-(4,4-difluoropiperidin-1-yl)-7-fluoro-2-methoxy-quinoline BrC=1C=C2C=CC(=NC2=C(C1F)N1CCC(CC1)(F)F)OC